FC=1C=C(C=NC1)C=1N=C(C=2OC[C@@H](NC2N1)C)NCCC1=CNC2=CC=CC=C12 (7S)-2-(5-fluoro-3-pyridyl)-N-[2-(1H-indol-3-yl)ethyl]-7-methyl-7,8-dihydro-6H-pyrimido[5,4-b][1,4]oxazin-4-amine